ClC1=C(C(=C2N(C1=O)C(CN2CC2=NC=CC=C2)C(=O)O)C2=CC(=CC=C2)C(F)(F)F)CC2=CC=CC1=CC=CC=C21 6-chloro-7-(naphthalen-1-ylmethyl)-5-oxo-1-(pyridin-2-ylmethyl)-8-(3-(trifluoromethyl)phenyl)-1,2,3,5-tetrahydroimidazo[1,2-a]pyridine-3-carboxylic acid